ClC=1C=C(OCCN2C[C@@H](CC2)O)C=CC1C=1N(C2=NC=NC(=C2N1)OC1(CC1)C)CC1=NC=CC(=C1)C (R)-1-(2-(3-chloro-4-(6-(1-methylcyclopropoxy)-9-((4-methylpyridin-2-yl)methyl)-9H-purin-8-yl)phenoxy)ethyl)pyrrolidin-3-ol